N-(azetidin-3-ylmethyl)propan-2-amine N1CC(C1)CNC(C)C